FC1(CCN(CC1)C1=NC=2C(=CC(=CC2C=2N1C=NN2)C)C(C)N[S@](=O)C(C)(C)C)F (R)-N-(1-(5-(4,4-difluoropiperidin-1-yl)-9-methyl-[1,2,4]triazolo[4,3-c]quinazolin-7-yl)ethyl)-2-methylpropane-2-sulfinamide